CN(C(=O)C1CC2N(CCCC2N1C(=O)OC(C)(C)C)C(=O)OCC1=CC=CC=C1)C=1C=C(C=CC1)C 4-benzyl 1-(tert-butyl) 2-(methyl(m-tolyl)carbamoyl)hexahydro-1H-pyrrolo[3,2-b]pyridine-1,4(2H)-dicarboxylate